C(C=C)OCC12CC(NC2C1)C(=O)NC1=NC(=CC=C1C)Br 5-((allyloxy)methyl)-N-(6-bromo-3-methylpyridin-2-yl)-2-azabicyclo[3.1.0]hexane-3-carboxamide